tert-butyl-5-hydroxy-5,6,9,10-tetrahydro-4H-isoxazolo[3,4-c]pyrido[4',3':3,4]pyrazolo[1,5-a]azepine C(C)(C)(C)C=1ON=C2C=3N(CC(CC21)O)N=C2C3C=NCC2